BrC=1C=C(C=C2CCC(C12)(F)F)F 7-bromo-1,1,5-trifluoro-2,3-dihydro-1H-indene